1-(3-(Piperazin-1-yl)phenyl)dihydropyrimidine-2,4(1H,3H)-dione TFA salt OC(=O)C(F)(F)F.N1(CCNCC1)C=1C=C(C=CC1)N1C(NC(CC1)=O)=O